3-cyclopropyl-6-fluoro-N-methyl-4-(3-methyl-4-(methylsulfonyl)phenyl)-1H-indazole-5-carboxamide C1(CC1)C1=NNC2=CC(=C(C(=C12)C1=CC(=C(C=C1)S(=O)(=O)C)C)C(=O)NC)F